BrC=1C=C2C=C(C(=NC2=CC1)C1=CC=CC=C1)F 6-Bromo-3-fluoro-2-phenylquinoline